FC1=CNC2=CC(=CC=C12)C(=O)N1[C@@H](C=2N(CC1)C(=NN2)C2=NC(=NS2)C)C (R)-(3-fluoro-1H-indol-6-yl)(8-methyl-3-(3-methyl-1,2,4-thiadiazol-5-yl)-5,6-dihydro-[1,2,4]triazolo[4,3-a]pyrazin-7(8H)-yl)methanone